C1(CC1)C=1N=CC=2N(C1[C@@H](O)C=1N=NN(C1)C1=CC=CC=C1)C=NC2 |r| rac-(6-Cyclopropyl-imidazo[1,5-a]pyrazin-5-yl)-(1-phenyl-1H-[1,2,3]triazol-4-yl)-methanol